5-((2-aminophenyl)amino)-6-methylpyridinecarboxylic acid methyl ester COC(=O)C1=NC(=C(C=C1)NC1=C(C=CC=C1)N)C